FC=1C=CC=C2C(=C(C(N(C12)C)=O)C#N)N1CCC(CC1)C1=CC=C(C=C1)OC 8-Fluoro-4-[4-(4-methoxyphenyl)piperidin-1-yl]-1-methyl-2-oxo-1,2-dihydroquinoline-3-carbonitrile